(3R,6R)-1-tert-butyl-3-methyl-4-(2,8-difluoro-7-methoxy-3-nitro-1,6-naphthyridin-4-yl)-6-methylpiperazine C(C)(C)(C)N1C[C@H](N(C[C@H]1C)C1=C(C(=NC2=C(C(=NC=C12)OC)F)F)[N+](=O)[O-])C